tert-butyl 4-(5-(6-chloro-3-(1,3-dioxoisoindolin-2-yl)pyridin-2-yl)-2H-tetrazol-2-yl)piperidine-1-carboxylate ClC1=CC=C(C(=N1)C=1N=NN(N1)C1CCN(CC1)C(=O)OC(C)(C)C)N1C(C2=CC=CC=C2C1=O)=O